C(C=1C(C(=O)[O-])=CC(C(=O)[O-])=CC1)(=O)OCCCC Butyl trimellitate